C(C)(C)(C)C=1C=C(C=C(C1O)C)CCCN 3-(3-tert-butyl-4-hydroxy-5-methylphenyl)propylamine